(3S,4S)-1-acetyl-4-((tert-butyldimethylsilyl)oxy)pyrrolidin C(C)(=O)N1CC[C@@H](C1)O[Si](C)(C)C(C)(C)C